5-bromo-3-((3,5-dichlorophenylimino)-methyl)-2-(isobutyryl-oxy)phenyl 3-methyl-benzoate CC=1C=C(C(=O)OC2=C(C(=CC(=C2)Br)C=NC2=CC(=CC(=C2)Cl)Cl)OC(C(C)C)=O)C=CC1